FC1=C(C(=O)N[C@@H](C(N2CCC3(C(CNC3=O)C=3C=NC=CC3)CC2)=O)C(C)C)C=C(C=C1)C(F)(F)F 2-fluoro-N-((2R)-3-methyl-1-oxo-1-(1-oxo-4-(pyridin-3-yl)-2,8-diazaspiro-[4.5]decan-8-yl)butan-2-yl)-5-(trifluoromethyl)benzamide